[4-fluoro-3-(3-methylsulfonylphenyl)phenyl] N-cyclohexylcarbamate C1(CCCCC1)NC(OC1=CC(=C(C=C1)F)C1=CC(=CC=C1)S(=O)(=O)C)=O